C(CC)OC(=O)OCOP(=O)(OCOC(=O)OCCC)C(C=1C=CC2=C(C=C(S2)C(=O)OC2=CC=C(C=C2)[N+](=O)[O-])C1)(F)F 4-nitrophenyl 5-[(bis{[(propoxycarbonyl) oxy] methoxy} phosphoryl) difluoromethyl]-1-benzothiophene-2-carboxylate